N-(2-(2-((6-morpholinylpyridin-3-yl)amino)quinazolin-8-yl)pyridin-4-yl)acrylamide benzyl-2-(4,4-dimethyl-1,4-azasilinan-1-yl)-4-(methylsulfonyl)benzoate C(C1=CC=CC=C1)OC(C1=C(C=C(C=C1)S(=O)(=O)C)N1CC[Si](CC1)(C)C)=O.N1(CCOCC1)C1=CC=C(C=N1)NC1=NC2=C(C=CC=C2C=N1)C1=NC=CC(=C1)NC(C=C)=O